(S)-4-((1,5-dichloro-1,5-dioxopentan-2-yl)amino)-4-oxobutanoic acid ClC([C@H](CCC(=O)Cl)NC(CCC(=O)O)=O)=O